1-(Ethoxycarbonyl)cyclobutane-1-carboxylic acid-2,2,3,3,4,4-d6 C(C)OC(=O)C1(C(C(C1([2H])[2H])([2H])[2H])([2H])[2H])C(=O)O